tert-butyl ((5-(4-amino-1-(2,6-dichloro-4-(oxazol-5-yl)phenyl)-6-oxo-1,6-dihydropyrimidine-5-carboxamido)pyridin-3-yl)methyl)(ethyl)carbamate NC=1N=CN(C(C1C(=O)NC=1C=C(C=NC1)CN(C(OC(C)(C)C)=O)CC)=O)C1=C(C=C(C=C1Cl)C1=CN=CO1)Cl